3-amino-2-methyl-2-(3-(pyridin-2-yl)phenyl)propionic acid ethyl ester hydrochloride Cl.C(C)OC(C(CN)(C1=CC(=CC=C1)C1=NC=CC=C1)C)=O